1-{4-[5-(3-Chloro-4-isobutyl-phenyl)-[1,2,4]-oxadiazol-3-yl]-benzyl}-4-(2-phenoxy-ethyl)-piperidine-4-carboxylic acid ClC=1C=C(C=CC1CC(C)C)C1=NC(=NO1)C1=CC=C(CN2CCC(CC2)(C(=O)O)CCOC2=CC=CC=C2)C=C1